C(C)(C)(C)OC(=O)N1CCC(CC1)C(OCCC1CCN(CC1)C(=O)OCC1=CC=CC=C1)([2H])[2H] Benzyl 4-(2-((1-(tert-butoxycarbonyl)piperidin-4-yl)methoxy-d2)ethyl)piperidine-1-carboxylate